C(OC=1C(=NC=CC1OC)C(N[C@H](C(=O)NN(C)C(C1=CC=C(C=C1)Cl)C1=CC=C(C=C1)Cl)C)=O)(OCC)=O (S)-2-((1-(2-(bis(4-chlorophenyl)methyl)-2-methylhydrazineyl)-1-oxopropan-2-yl)carbamoyl)-4-methoxypyridin-3-yl ethyl carbonate